4-((4-chloro-5-(trifluoromethyl)pyrimidin-2-yl)amino)-3-fluorobenzenesulfonamide ClC1=NC(=NC=C1C(F)(F)F)NC1=C(C=C(C=C1)S(=O)(=O)N)F